COCCCN1N=C(C(=C1)NC1=NC(=NC=C1)C1=CC=C(C=C1)N1C(NCC1)=O)C(F)(F)F 1-(4-(4-((1-(3-methoxypropyl)-3-(trifluoromethyl)-1H-pyrazol-4-yl)amino)pyrimidin-2-yl)phenyl)imidazolidin-2-one